C(#N)C1=CC(=NC(=C1)C#C)C#C 4-cyano-2,6-diethynylpyridine